[Si](C)(C)(C(C)(C)C)O[C@H]1C[C@@H](N(C12CC2)C(=O)C2CC2)CO ((5R,7S)-7-((tert-butyldimethylsilyl)oxy)-5-(hydroxymethyl)-4-azaspiro[2.4]heptan-4-yl)(cyclopropyl)methanone